3-cyclopropylmethyl-5-[2-(2,6-difluorophenyl)-5-(4-fluorophenyl)-3H-imidazol-4-yl]-3H-imidazo[4,5-b]pyridin-2-ylamine mesylate S(C)(=O)(=O)O.C1(CC1)CN1C(=NC=2C1=NC(=CC2)C=2NC(=NC2C2=CC=C(C=C2)F)C2=C(C=CC=C2F)F)N